dimethyltin di-n-dodecylthioglycolate C(CCCCCCCCCCC)C(C(=O)[O-])(S)CCCCCCCCCCCC.C[Sn+2]C.C(CCCCCCCCCCC)C(C(=O)[O-])(S)CCCCCCCCCCCC